C(C1=CC=CC=C1)N1CC=2C(N(C=3N=CC=CC3C2CC1)CC1=C(C=CC=C1)CC)=O 3-benzyl-6-(2-ethylbenzyl)-2,3,4,6-tetrahydropyrido[3,4-c][1,8]naphthyridin-5(1H)-one